tert-butyl 8-hydroxy-2-azaspiro[4.5]decane-2-carboxylate OC1CCC2(CCN(C2)C(=O)OC(C)(C)C)CC1